1-(3-bromo-4-chloro-2-methoxy-5,6,7,9-tetrahydro-8H-pyrrolo[3,2-b:4,5-c']dipyridin-8-yl)-2-methoxyethan-1-one BrC=1C(=C2C(=NC1OC)C=1CN(CCC1N2)C(COC)=O)Cl